N1C=NC(=C1C(=O)[O-])C(=O)[O-] imidazole-4,5-dicarboxylate